1-((2-cyano-5-methyl-1H-indol-7-yl)sulfonyl)-N-(4-(oxetan-3-yl)-3,4-dihydro-2H-benzo[b][1,4]oxazin-7-yl)azetidine-2-carboxamide C(#N)C=1NC2=C(C=C(C=C2C1)C)S(=O)(=O)N1C(CC1)C(=O)NC=1C=CC2=C(OCCN2C2COC2)C1